dibromo-butene BrC(=CCC)Br